Selenium cuprous oxide [Cu-]=O.[Se+2].[Cu-]=O